racemic-4-hydroxy-4-(((4-(4-(trifluoromethyl)phenyl)phthalazin-1-yl)amino)methyl)pyrrolidin-2-one O[C@]1(CC(NC1)=O)CNC1=NN=C(C2=CC=CC=C12)C1=CC=C(C=C1)C(F)(F)F |r|